FC1=CC=C2C(=CNC2=C1)C(CNC1=CC(=CC(=C1)OC)OCCO)=O 1-(6-fluoro-1H-indol-3-yl)-2-((3-(2-hydroxyethoxy)-5-methoxyphenyl)amino)ethanone